6-(Methylthio)-2-(trifluoromethyl)-2,3,4,5-tetrahydropyridine CSC=1CCCC(N1)C(F)(F)F